C1CCC2=CC(=CC=C12)C=1N=C(C2=CC=CC=C2C1)C1=CC=CC=C1 3-(2,3-dihydro-1H-indene-5-yl)-1-phenylisoquinoline